(R)-2-(1-cyclopropyl-2-hydroxy-2-methylpropyl)-7-(1-methyl-1H-indazol-3-yl)isoindolin-1-one C1(CC1)[C@H](C(C)(C)O)N1C(C2=C(C=CC=C2C1)C1=NN(C2=CC=CC=C12)C)=O